titanium tetra(diphenylphosphinate) C1(=CC=CC=C1)P([O-])(=O)C1=CC=CC=C1.C1(=CC=CC=C1)P([O-])(=O)C1=CC=CC=C1.C1(=CC=CC=C1)P([O-])(=O)C1=CC=CC=C1.C1(=CC=CC=C1)P([O-])(=O)C1=CC=CC=C1.[Ti+4]